1-{[(tert-butyldimethylsilyl)oxy]methyl}cyclopropane-1-carbaldehyde [Si](C)(C)(C(C)(C)C)OCC1(CC1)C=O